OCCN1CCN(CC1)CCNC=C1CN=C2C=C(C=CC2=C1)C(F)(F)F 3-(((2-(4-(2-hydroxyethyl)piperazin-1-yl)ethyl)amino)methylene)-7-(trifluoromethyl)quinoline